C1(CC1)C#CC=1C=C(C(=C2NC(C(=NC12)C)=O)F)CN1CCN(CC1)C=1C=CC(=NC1F)C(=O)NC 5-(4-((8-(cyclopropylethynyl)-5-fluoro-2-methyl-3-oxo-3,4-dihydroquinoxalin-6-yl)methyl)piperazin-1-yl)-6-fluoro-N-methylpyridinecarboxamide